C(CCCCC)C1(C2=CC=CC=C2OC=2C=CC=CC12)CCCCCC 9,9-dihexyl-9H-xanthene